BrC=1C=C(CO)C=C(C1)O 3-bromo-5-hydroxybenzyl alcohol